N1=C(C=CC=C1)COC1=CC=C(C2=C1OCO2)CN[C@H](C(=O)N)C (S)-2-{[7-(pyridin-2-ylmethoxy)benzo[d][1,3]dioxol-4-yl]methylamino}propanamide